O[C@@H](CNC(NC=1C=C2C(=C(C(=NC2=CC1)C1=CC=CC=C1)C1=CC=CC=C1)C(=O)N)=O)CC (R)-6-(3-(2-hydroxybutyl)ureido)-2,3-diphenylquinoline-4-carboxamide